rac-6-(1-isopropyl-1H-pyrazol-3-yl)-N-((1R,3S)-3-(2-methoxyethoxy)cyclopentyl)-5-methyl-2-(1-methyl-1H-imidazol-2-yl)thieno[2,3-d]pyrimidin-4-amine C(C)(C)N1N=C(C=C1)C1=C(C2=C(N=C(N=C2N[C@H]2C[C@H](CC2)OCCOC)C=2N(C=CN2)C)S1)C |r|